C(C)(C)(C)OC(=O)N1[C@@H](C2(CC2)CC1)[C@@H](C(=O)N1C(O[C@H](C1)CC1=CC=CC=C1)=O)C1=CC=C(C=C1)Cl (R)-4-((S)-2-((S)-5-benzyl-2-oxooxazolidin-3-yl)-1-(4-chlorophenyl)-2-oxoethyl)-5-azaspiro[2.4]heptane-5-carboxylic acid tert-butyl ester